BrC=1C=NC(=C(C(=O)N(CCOCOC)C2CC2)C1)Cl 5-bromo-2-chloro-N-cyclopropyl-N-(2-(methoxymethoxy)ethyl)nicotinamide